N-[(4,4-difluoro-1-hydroxycyclohexyl)methyl]-6-hydroxy-4-oxo-chromene-2-carboxamide FC1(CCC(CC1)(O)CNC(=O)C=1OC2=CC=C(C=C2C(C1)=O)O)F